5-cyclopropyl-1-(3-(2-hydroxyethyl)benzyl)-N3-methyl-2-oxo-1,2-dihydropyridine-3,5-dicarboxylic acid amide C1(CC1)C1(C=C(C(N(C1)CC1=CC(=CC=C1)CCO)=O)C(=O)NC)C(=O)O